(S)-N-((R)-3-amino-1-phenylpropyl)-6-(tert-butyl)-5,6,7,8-tetrahydrothieno[2,3-b]quinoline-2-carboxamide NCC[C@H](C1=CC=CC=C1)NC(=O)C1=CC=2C(=NC=3CC[C@@H](CC3C2)C(C)(C)C)S1